C1(=CC=CC=C1)C1=NC(=NC(=N1)C1=CC=CC=C1)C=1C(=C(C(=CC1)C1=NC(=NC(=N1)C1=CC=CC=C1)C1=CC=CC=C1)N1C2=CC=CC=C2C=2C=CC=CC12)N1C2=CC=CC=C2C=2C=CC=CC12 9,9'-(3,6-bis(4,6-diphenyl-1,3,5-triazin-2-yl)-1,2-phenylene)bis(9H-carbazole)